O=C1NC(CCC1N1C(C2=CC=CC(=C2C1)SCCCCCC(=O)N1CCN(CC1)C1=CC=C(C(=O)N2CCC(CC2)CCCCNC(\C=C\C=2C=NC=CC2)=O)C=C1)=O)=O (E)-N-(4-(1-(4-(4-(6-((2-(2,6-dioxopiperidin-3-yl)-1-oxoisoindolin-4-yl)thio)hexanoyl)piperazin-1-yl)benzoyl)piperidin-4-yl)butyl)-3-(pyridin-3-yl)acrylamide